ClC1=CN=C(C(=C1C(=O)O)F)CN1CCN(CC1)C 5-chloro-3-fluoro-2-((4-methylpiperazin-1-yl)methyl)isonicotinic acid